rac-6-(2,4-difluorobenzyl)-2-(trans-2-hydroxycyclopentyl)-5-methylisoindolin-1-one FC1=C(CC2=C(C=C3CN(C(C3=C2)=O)[C@H]2[C@@H](CCC2)O)C)C=CC(=C1)F |r|